1-(2-hydroxy-4-methoxyphenyl)-2-(phenylsulfinyl)ethan-1-one OC1=C(C=CC(=C1)OC)C(CS(=O)C1=CC=CC=C1)=O